COC1CN(CC12CC2)C=2C=1N(N=C(C2)C=2C(NC(NC2)=O)=O)C=CN1 5-(8-(7-methoxy-5-azaspiro[2.4]heptan-5-yl)imidazo[1,2-b]pyridazin-6-yl)pyrimidine-2,4(1H,3H)-dione